BrC=1C=2N(C(=NC1)NCC1=C3CCCOC3=CC=C1F)C=NN2 8-bromo-N-((6-fluoro-chroman-5-yl)methyl)-[1,2,4]triazolo[4,3-c]-pyrimidin-5-amine